(E)-N-(2,6-dimethyl-4-(7-((4,4,4-trifluorobut-2-en-1-yl)oxy)-1,3,4,5-tetrahydro-2H-benzo[c]azepin-2-yl)phenyl)-3,3-dimethylbutanamide CC1=C(C(=CC(=C1)N1CC2=C(CCC1)C=C(C=C2)OC\C=C\C(F)(F)F)C)NC(CC(C)(C)C)=O